1,3-diethylcyclopentane C(C)C1CC(CC1)CC